6,7-dichloro-2-(dibromomethyl)quinoxaline ClC=1C=C2N=CC(=NC2=CC1Cl)C(Br)Br